benzyl ((S)-1-((1R,3S,5S)-bicyclo[3.1.0]hexan-3-yl)-3-bromo-2-oxopropyl)carbamate [C@H]12CC(C[C@@H]2C1)[C@@H](C(CBr)=O)NC(OCC1=CC=CC=C1)=O